OC1=C(C(=O)C2=C(C=C(C=C2)O)O)C=CC(=C1O)O 2,2',3,4,4'-pentahydroxybenzophenone